(R)-2-hydroxy-N-(3-nitrophenethyl)propionamide O[C@@H](C(=O)NCCC1=CC(=CC=C1)[N+](=O)[O-])C